NC(=O)N.S(O)(O)(=O)=O sulfuric acid urea salt